C(C)N(C(=O)N[C@H](C(F)(F)F)CCC(F)(F)F)C(C)C1=NC=NC(=C1)C=1N=C(C=2N(C1)C=CN2)OC 1-ethyl-3-((S)-1,1,1,5,5,5-hexafluoropentan-2-yl)-1-(1-(6-(8-methoxyimidazo[1,2-a]pyrazin-6-yl)pyrimidin-4-yl)ethyl)urea